(3S)-3-(2-((3-(4-(1-(3-aminopropyl)-2-methyl-1H-pyrazol-2-ium-4-yl)phenyl)-1-carboxypropoxy)imino)-2-(2-aminothiazol-4-yl)acetamido)-2,2-dimethyl-4-oxoazetidin-1-yl sulfate S(=O)(=O)(ON1C([C@@H](C1=O)NC(C(C=1N=C(SC1)N)=NOC(CCC1=CC=C(C=C1)C=1C=[N+](N(C1)CCCN)C)C(=O)O)=O)(C)C)[O-]